3-(2,5-Dimethyl-1H-pyrrol-1-yl)-6-(pyrrolidin-1-yl)-5-(trifluoromethyl)picolinic acid CC=1N(C(=CC1)C)C=1C(=NC(=C(C1)C(F)(F)F)N1CCCC1)C(=O)O